3-(4-fluoro-6-(4-((9-(4-nitrophenyl)-3,9-diazaspiro[5.5]undecan-3-yl)methyl)piperidin-1-yl)-1-oxophthalazin-2(1H)-yl)piperidine-2,6-dione FC1=NN(C(C2=CC=C(C=C12)N1CCC(CC1)CN1CCC2(CC1)CCN(CC2)C2=CC=C(C=C2)[N+](=O)[O-])=O)C2C(NC(CC2)=O)=O